C(C)OC(=O)C=1C=C(N2C1COCC2)C2=CC=C(C=C2)NC(=O)OC(C)(C)C 6-(4-((Boc)amino)phenyl)-3,4-dihydro-1H-pyrrolo[2,1-c][1,4]oxazine-8-carboxylic acid ethyl ester